Cl.NCC1=CNC(C2=CC=C(C=C12)C=1C=NN(C1C1=C(C#N)C(=CC(=C1F)Cl)OC1CC1)C)=O 2-(4-(4-(aminomethyl)-1-oxo-1,2-dihydroisoquinolin-6-yl)-1-methyl-1H-pyrazol-5-yl)-4-chloro-6-cyclopropyloxy-3-fluorobenzonitrile hydrochloride